(1s,3s)-3-(5-fluorobenzo[d]thiazol-4-yl)cyclobutan-1-ol FC=1C=CC2=C(N=CS2)C1C1CC(C1)O